C(CCCCCCCCCCCC)(=O)OCCCCCCCCCCCCCCCCCCC nonadecyl tridecanoate